ClC=1C=CC(=C(C1)C#CC=1C(=CC(=NC1)C(=O)O)OC)NS(=O)(=O)C=1C=CC(=C2C=CC=NC12)OCC 5-{2-[5-chloro-2-(5-ethoxyquinoline-8-sulfonylamino)phenyl]ethynyl}-4-methoxypyridine-2-carboxylic acid